n-Pentylzinc Bromide [Br-].C(CCCC)[Zn+]